dibenzyl ((2S,3S)-3-((tert-butyldimethylsilyl)oxy)butan-2-yl) phosphate P(=O)(OCC1=CC=CC=C1)(OCC1=CC=CC=C1)O[C@@H](C)[C@H](C)O[Si](C)(C)C(C)(C)C